FC1=C(C=CC=C1)[C@@]1([C@H](CCCC1)CC1=NC=CC=C1)O (1R,2R)-1-(2-fluorophenyl)-2-(pyridin-2-ylmethyl)cyclohexanol